β-acryloxyethyl hydrogen phthalate C(C=1C(C(=O)O)=CC=CC1)(=O)OCCOC(C=C)=O